5-isopropyl-N-(2-(6-(methoxymethyl)-5,6-dihydro-4H-pyrrolo[1,2-b]pyrazol-3-yl)pyrimidine-4-yl)-8-((2R,3S)-2-methyl-3-((methylsulfonyl)methyl)azetidin-1-yl)isoquinolin-3-amine C(C)(C)C1=C2C=C(N=CC2=C(C=C1)N1[C@@H]([C@H](C1)CS(=O)(=O)C)C)NC1=NC(=NC=C1)C1=C2N(N=C1)C(CC2)COC